tert-butyl (3R,4S)-3-fluoro-4-(((4R,10bS)-4-methyl-1,2,3,4,6,10b-hexahydropyrazino[2,1-a]isoindol-8-yl)amino)pyrrolidine-1-carboxylate F[C@@H]1CN(C[C@@H]1NC=1C=C2CN3[C@@H](C2=CC1)CNC[C@H]3C)C(=O)OC(C)(C)C